[2-(7-Fluoro-4-methoxy-2-methyl-indol-1-yl)-ethyl]-{6-[4-(3-methyl-pyrazol-1-yl)-phenyl]-pyrimidin-4-yl}-amine FC=1C=CC(=C2C=C(N(C12)CCNC1=NC=NC(=C1)C1=CC=C(C=C1)N1N=C(C=C1)C)C)OC